N=1C=CN2C1C=CC(=C2)C2=CNC=1N=C(N=CC12)NC1CC(C1)(C(=O)N(C)C)C 3-((5-(imidazo[1,2-a]pyridin-6-yl)-7H-pyrrolo[2,3-d]pyrimidin-2-yl)amino)-N,N,1-trimethylcyclobutane-1-carboxamide